N=1ON=C2C1C=CC(=C2)C=O 2,1,3-benzoxadiazole-5-carbaldehyde